methyl 4-((1-(tert-butoxycarbonyl)-4-methylpiperidin-4-yl) ethynyl)-6-methylpicolinate C(C)(C)(C)OC(=O)N1CCC(CC1)(C)C#CC1=CC(=NC(=C1)C)C(=O)OC